C1=CC=C2C=3C4(C=C[NH+]=CC31)C(O2)C=CC=C4 [1]Benzofuro[3a,3,2-Ef][2]Benzazepin-11-Ium